2-[(2R,3S,4R,5R)-5-(2-amino-6-oxo-1H-purin-9-yl)-3,4-dihydroxy-tetrahydrofuran-2-yl]-N-butyl-acetamide NC=1NC(C=2N=CN(C2N1)[C@H]1[C@@H]([C@@H]([C@H](O1)CC(=O)NCCCC)O)O)=O